NC1=NC=C(C2=C1C=NN2)NC(=O)C(=O)N(CC2=NC=C(C=C2)C(F)(F)F)CC2=C(C=CC=C2)Cl N-(4-amino-1H-pyrazolo[4,3-c]pyridin-7-yl)-N'-[(2-chlorophenyl)methyl]-N'-[[5-(trifluoromethyl)-2-pyridyl]methyl]oxamide